(3'R)-6-Chloro-5-fluoro-1'-(5-(1-(4-fluorophenyl)propyl)-4H-1,2,4-triazole-3-carbonyl)spiro[benzo[d][1,3]oxazine-4,3'-piperidin]-2(1H)-one ClC1=C(C2=C(NC(O[C@@]23CN(CCC3)C(=O)C3=NN=C(N3)C(CC)C3=CC=C(C=C3)F)=O)C=C1)F